(R)-2-((5-(2-(6-((2,2-dimethoxyethyl)amino)-2-methylhexan-3-yl)-2,6-diazaspiro[3.4]octan-6-yl)-1,2,4-triazin-6-yl)oxy)-N-ethyl-5-fluoro-N-isopropylbenzamide fumarate C(\C=C\C(=O)O)(=O)O.COC(CNCCC[C@H](C(C)C)N1CC2(C1)CN(CC2)C=2N=CN=NC2OC2=C(C(=O)N(C(C)C)CC)C=C(C=C2)F)OC